CC1=CC(N(C=2N=C(N=CC21)NC2=CC=1C(=NSN1)C=C2C)C2CCOCC2)=O 5-methyl-2-((6-methylbenzo[c][1,2,5]thiadiazol-5-yl)amino)-8-(tetrahydro-2H-pyran-4-yl)pyrido[2,3-d]pyrimidin-7(8H)-one